P(OCC1=CC=CC=C1)(OCCC1CCN(CC1)C1=CC2=C(C(N(N=C2)C)=O)C(=N1)OCC1=CC=CC=C1)=O benzyl (2-(1-(5-(benzyl oxy)-3-methyl 4-oxo-3,4-dihydropyrido[3,4-d]pyridazin-7-yl) piperidin-4-yl) ethyl) phosphonate